(1s,3ar,6as)-octahydrocyclopenta[c]pyrrole-1-carboxylic acid ethyl ester hydrochloride Cl.C(C)OC(=O)[C@H]1NC[C@H]2[C@@H]1CCC2